C(C)N1C(NC2=CC(=CC=C2C1=O)CN1CCN(CC1)C=1SC=C(N1)C(=O)NC)=O 2-(4-((3-ethyl-2,4-dioxo-1,2,3,4-tetrahydroquinazolin-7-yl)methyl)piperazin-1-yl)-N-methylthiazole-4-carboxamide